(E)-3-(3-Bromo-4-methoxyphenyl)-1-(2,4-dihydroxyphenyl)prop-2-en-1-one BrC=1C=C(C=CC1OC)/C=C/C(=O)C1=C(C=C(C=C1)O)O